ClC1=CC=C(N=N1)SCCC(C#N)C#N [2-(6-chloropyridazin-3-yl)sulfanylethyl]malononitrile